1-(4-nitrophenyl)-1-ethanol [N+](=O)([O-])C1=CC=C(C=C1)C(C)O